C(C)OP(OCC)(O)C=C Vinyl-phosphorous acid diethyl ester